O[C@@]1(CC[C@@H]2[C@H]3CC[C@]4(C(C3CCC2C1)[C@H]1[C@@H]([C@@H]4C(CN4N=NC=C4)=O)CCC1)C)C 1-((2R,4aS,4bR,6aS,7S,7aS,8aR,8bR,8cR,10aR)-2-hydroxy-2,6a-dimethyloctadecahydrocyclopenta[4,5]cyclopenta[1,2-a]phenanthren-7-yl)-2-(1H-1,2,3-triazol-1-yl)ethane-1-one